C(C)C=1C(NC2=CC(=CN=C2C1)CN1CCN(CC1)C1=CC=2C(N=C1)=NN(C2)C)=O 3-ethyl-7-((4-(2-methyl-2H-pyrazolo[3,4-b]pyridine-5-yl)piperazine-1-yl)methyl)-1,5-naphthyridin-2(1H)-one